(2S,4r,6S)-6-(4-(2-oxa-6-azaspiro[3.3]heptane-6-carbonyl)phenyl)-7-((5-methoxy-7-methyl-1H-indol-4-yl)methyl)-7-azaspiro[3.5]nonane-2-carbonitrile C1OCC12CN(C2)C(=O)C2=CC=C(C=C2)[C@@H]2CC1(CC(C1)C#N)CCN2CC2=C1C=CNC1=C(C=C2OC)C